4-pentene isothiocyanate [N-]=C=S.CCCC=C